3-(6-(((1S,3S)-3-((6-Cyclopropyl-1,2,4-triazin-3-yl)amino)cyclopentyl)amino)pyridin-3-yl)-1-methyl-1,3-dihydro-2H-imidazo[4,5-b]pyridin-2-one C1(CC1)C1=CN=C(N=N1)N[C@@H]1C[C@H](CC1)NC1=CC=C(C=N1)N1C(N(C=2C1=NC=CC2)C)=O